C1(CC1)S(=O)(=O)N[C@@H]1[C@@H](N(CC1)C(=O)OC)CO[C@@H]1CC[C@@H](CC1)C1=CC=CC=C1 methyl (CIS)-3-(cyclopropanesulfonamido)-2-((((CIS)-4-phenylcyclohexyl)oxy)methyl)-pyrrolidine-1-carboxylate